S1C(=CC=C1)C1=CN=C2N1N=C(C=C2)NC2CCC(CC2)C(C)(C)O 2-[4-[[3-(2-thienyl)imidazo[1,2-b]pyridazin-6-yl]amino]cyclohexyl]propan-2-ol